FC=1C=C2N=CC=3N(C(N4[C@H](COC(=C2C34)C1C=1C=NC(=CC1)F)C)=O)C (S)-6-fluoro-7-(6-fluoropyridin-3-yl)-2,10-dimethyl-9,10-dihydro-8-oxa-2,4,10a-triazanaphtho[2,1,8-cde]azulen-1(2H)-one